5-(difluoromethyl)-7-(4,4,5,5-tetramethyl-1,3,2-dioxaborolan-2-yl)pyrido[4,3-b]indole FC(N1C2=C(C=3C=CC(=CC13)B1OC(C(O1)(C)C)(C)C)C=NC=C2)F